5-((2-butyloctyl)oxy)-5-oxopentanoic acid C(CCC)C(COC(CCCC(=O)O)=O)CCCCCC